C(C1=CC=CC=C1)OC(=O)N1C[C@@H]([C@@H](C1)CC)C(=O)O.C1(CCCCC1)NC1CCCCC1 dicyclohexylamine (3R,4S)-1-((benzyloxy)carbonyl)-4-ethylpyrrolidine-3-carboxylate